C(CCCCCCCCCCCCCCCCCCCCCCCCCCCCC)(=O)[O-] melissate